BrCC(=C)F (E)-3-bromo-2-fluoropropene